N1(CCCCC1)C=1C=CC2=CC=3C=CCC(C3C=C2C1)N1CCCCC1 3,5-bis(piperidin-1-yl)-6H-anthracene